C(CC)N1C(C(=CC1=O)CCCCCC=S)=O N-propyl-monothiohexyl-maleimide